C(C)(C)(C)OC(=O)N1CCC2(CC1)CCN(CC2)C2=CC=C(C=C2)C2C(NC(CC2)=O)=O.C(C=C)N(C(C(Cl)Cl)=O)CC2OC=CO2 N-allyl-N-[(1,3-dioxol-2-yl)methyl]dichloroacetamide tert-butyl-9-(4-(2,6-dioxopiperidin-3-yl)phenyl)-3,9-diazaspiro[5.5]undecane-3-carboxylate